SC1=[N+](C2=CC=CC=C2C=C1C=O)[O-] 2-mercaptoquinoline-3-formaldehyde-N-oxide